NC(C(=O)O)(CO)CO 2-amino-3-hydroxy-2-(hydroxymethyl)propanoic acid